COC1=CC2=CC3=C(C(OC3=O)=O)C=C2C=C1OC 6,7-dimethoxy-naphtho[2,3-c]furan-1,3-dione